C(C)OC(=O)C12CC3(CC(CC(C1)C3)C2)NC=2N=NC(=CC2)C2=CC=CC=C2.N2=CC(=CC=C2)C=2N=C(SC2)C=2N=C(SC2)NC=2C=C(C=CC2)NC(C)=O N-(3-((4-(pyridin-3-yl)-[2,4'-bithiazol]-2'-yl)amino)phenyl)acetamide Ethyl-3-((6-phenylpyridazin-3-yl)amino)adamantane-1-carboxylate